FC=1C=C(C=C(C1)[N+](=O)[O-])CC(=O)O 3-fluoro-5-nitrophenylacetic acid